CN(C1=CC(=C(C=C1)OC)NC([C@@H](NCCCCCCCC)CCSC)=O)C1=CC(OC2=CC=CC=C12)=O 4-(N-methyl-N-(3-(N-N-octyl-L-methionyl-amino)-4-methoxyphenyl)-amino)coumarin